N-(3-iodophenyl)-4-nitrobenzenesulfonamide IC=1C=C(C=CC1)NS(=O)(=O)C1=CC=C(C=C1)[N+](=O)[O-]